C(CCCCCCCCCCC)N1CCN(CC1)CCN(CCCCCCCC\C=C/C\C=C/CCCCC)CCCCCCCC\C=C/C\C=C/CCCCC (9Z,12Z)-N-(2-(4-Dodecylpiperazin-1-yl)ethyl)-N-((9Z,12Z)-octadeca-9,12-dien-1-yl)octadeca-9,12-dien-1-amine